Ethyl 2-(7-amino-5-(ethoxymethyl)-2-phenyl-1H-indol-3-yl)-1H-imidazole-1-carboxylate NC=1C=C(C=C2C(=C(NC12)C1=CC=CC=C1)C=1N(C=CN1)C(=O)OCC)COCC